(R)-N-methyl-N-(4-methyl-3-(((R)-1-(2-(1-methyl-1H-pyrazol-4-yl)quinolin-4-yl)ethyl)carbamoyl)phenyl)piperidine-2-carboxamide CN(C(=O)[C@@H]1NCCCC1)C1=CC(=C(C=C1)C)C(N[C@H](C)C1=CC(=NC2=CC=CC=C12)C=1C=NN(C1)C)=O